Tetra-butyl-ammonium C(CCC)[N+](CCCC)(CCCC)CCCC